Sodium (S)-{8-fluoro-2-[4-(3-methoxy-phenyl)piperazine-1-yl]-3-[2-methoxy-5-(trifluoromethyl)phenyl]-3,4-dihydroquinazoline-4-yl}acetate FC=1C=CC=C2[C@@H](N(C(=NC12)N1CCN(CC1)C1=CC(=CC=C1)OC)C1=C(C=CC(=C1)C(F)(F)F)OC)CC(=O)[O-].[Na+]